CC(CC(=NO)C)CC(C)C methyl 2,4-dimethylpentyl ketoxime